N(=C=O)C(C)C1=CC=C(C=C1)C1(OCCCC1)C (4-(1-isocyanatoethyl)phenyl)-2-methyltetrahydro-2H-pyran